2-(pent-4-enoyloxy)ethyl 4-((4S,6R)-4-(furan-2-yl)-6-(2-(pent-4-enoyloxy)ethoxy)-3-(trifluoromethyl)-5,6-dihydropyrano[2,3-c]pyrazol-1(4H)-yl)benzoate O1C(=CC=C1)[C@H]1C[C@@H](OC=2N(N=C(C21)C(F)(F)F)C2=CC=C(C(=O)OCCOC(CCC=C)=O)C=C2)OCCOC(CCC=C)=O